O=C(CCCCCCCCCCCCC(=O)O)CCCCCC 14-ketoeicosanoic acid